FC(C1=C2C(C(=NN(C2=CC=C1)C1=CC=C(C=C1)OC(F)(F)F)C(=O)O)=O)F 5-(difluoromethyl)-4-oxo-1-[4-(trifluoromethoxy)phenyl]cinnoline-3-carboxylic acid